C(C)(C)(C)OC(=O)N1C[C@H](CC1)[C@@H](C(=O)OC(C)(C)C)CC1=CC=C(C=C1)Br (3R)-3-[(1S)-1-[(4-bromophenyl)methyl]-2-tert-butoxy-2-oxoethyl]pyrrolidine-1-carboxylic acid tert-butyl ester